(±)-N-(1-Benzyl-2-hydroxy-ethyl)-2-(7-methyl-1H-indazol-5-ylmethyl)-4-oxo-4-[4-(2-oxo-1,4-dihydro-2H-quinazolin-3-yl)-piperidin-1-yl]-butyramide C(C1=CC=CC=C1)C(CO)NC(C(CC(N1CCC(CC1)N1C(NC2=CC=CC=C2C1)=O)=O)CC=1C=C2C=NNC2=C(C1)C)=O